ClC=1C=NN(C(C1Cl)=O)CC(=O)NCC1=C(C=NC=C1)C 4,5-dichloro-N-[(3-methyl-4-pyridinyl)methyl]-6-oxo-1(6H)-pyridazineacetamide